FC=1C=CC2=C(N(C(=N2)C=2C=NC=C(C2)CN2C=NC=C2)CC[18F])C1 6-fluoro-1-(2-[18F]fluoroethyl)-2-[5-(imidazol-1-ylmethyl)pyridin-3-yl]benzimidazole